CNC1=CC=C(C=N1)CN1C=NC2=CC=C(C=C2C1=O)OC1=CC(=NC=C1)C=1C=NN(C1)C 3-{[6-(methylamino)-3-pyridyl]methyl}-6-{[2-(1-methylpyrazol-4-yl)-4-pyridyl]oxy}quinazolin-4-one